C(C)C=1N=C2N(C=C(C=N2)N2CCN(CC2)CC(=O)N2CC(C2)O)C1N(C=1SC(=C(N1)C1=CC=C(C=C1)F)C#N)C 2-((2-ethyl-6-(4-(2-(3-hydroxyazetidin-1-yl)-2-oxoethyl)piperazin-1-yl)imidazo[1,2-a]pyrimidin-3-yl)(methyl)amino)-4-(4-fluorophenyl)thiazole-5-carbonitrile